Cl.C12(CCC(CC1)C2)N norbornan-1-amine hydrochloride